N1=CC(=CC=C1)CC(CNNC(NCC)=S)NNC(NCC)=S 2,2'-(3-(pyridin-3-yl)propane-1,2-diyl)bis(N-ethylhydrazine-1-thiocarboxamide)